CC1(CN(CCN1)C=1C=CC=2N(C(C=C(N2)C=2C=CC=3N(N2)C=C(N3)C)=O)C1)C 7-(3,3-dimethylpiperazin-1-yl)-2-(2-methylimidazo[1,2-b]pyridazin-6-yl)-4H-pyrido[1,2-a]pyrimidin-4-one